3-amino-5-(3-chlorophenyl)-6-phenylpyrazine-2-carbonitrile NC=1C(=NC(=C(N1)C1=CC(=CC=C1)Cl)C1=CC=CC=C1)C#N